tert-Butyl (5-(4-(trifluoro-methyl)phenoxy)-2,3-dihydro-benzofuran-7-yl)carbamate FC(C1=CC=C(OC=2C=C(C3=C(CCO3)C2)NC(OC(C)(C)C)=O)C=C1)(F)F